6-(4-((4-(2,6-dioxopiperidin-3-yl)benzyl)(methyl)amino)piperidin-1-yl)-2-(4-phenoxyphenyl)nicotinamide O=C1NC(CCC1C1=CC=C(CN(C2CCN(CC2)C2=NC(=C(C(=O)N)C=C2)C2=CC=C(C=C2)OC2=CC=CC=C2)C)C=C1)=O